1,1,1,2-tetrachloropropane ClC(C(C)Cl)(Cl)Cl